sodium 3,3'-[(((1E,1'E)-(5-methyl-2-oxocyclohexane-1,3-diylidene)bis(methanylylidene)) bis(4,1-phenylene))bis(methylazanediyl)]dipropanoate CC1C/C(/C(\C(\C1)=C\C1=CC=C(C=C1)N(C)CCC(=O)[O-])=O)=C\C1=CC=C(C=C1)N(C)CCC(=O)[O-].[Na+].[Na+]